C(#N)C1(CC1)NS(=O)(=O)C=1C=C2C(=NC(=NC2=C(C1)N1CCN(CC1)C(C(C)C)=O)C)OC 8-(4-Isobutyryl-piperazin-1-yl)-4-methoxy-2-methyl-quinazoline-6-sulfonic acid (1-cyano-cyclopropyl)-amide